6-((methylsulfonyl)carbamoyl)-5-azaspiro[2.4]heptane-5-carboxylic acid tert-butyl ester C(C)(C)(C)OC(=O)N1CC2(CC2)CC1C(NS(=O)(=O)C)=O